FC=1C=C(C=CC1)COC1=C2C3=C(N(C2=CC=C1)C(=O)OC(C)(C)C)C=NC(=C3COC)C(=O)OCC 9-tert-butyl 3-ethyl 5-[(3-fluorophenyl) methoxy]-4-(methoxymethyl)pyrido[3,4-b]indole-3,9-dicarboxylate